1-oxo-6-(tetrahydrofuran-2-yl)-1,2-dihydroisoquinoline-3-carboxylic acid O=C1NC(=CC2=CC(=CC=C12)C1OCCC1)C(=O)O